2-amino-4-(1-trityl-1H-imidazol-5-yl)butyronitrile NC(C#N)CCC1=CN=CN1C(C1=CC=CC=C1)(C1=CC=CC=C1)C1=CC=CC=C1